C(CCCCCC)C1C(OC(C1)C)=O 3-heptyldihydro-5-methyl-2(3H)-furanone